OC1=C2C([C@H]([C@@H](OC2=CC(=C1)O)C1=CC(=C(C=C1)OC)O)OC)=O (-)-(trans)-5,7-dihydroxy-2-(3-hydroxy-4-methoxyphenyl)-3-methoxychroman-4-one